C(CCCCCC(C)(C)C)(=O)[O-].C(CCCCCC(C)(C)C)(=O)[O-].[Sn+2].O1C=C(C2=C1C=CC=C2)/C=C/C(=O)NC(CC2=CC=CC=C2)CN2N=CN=C2 (E)-3-(benzofuran-3-yl)-N-(1-phenyl-3-(1H-1,2,4-triazol-1-yl)propan-2-yl)acrylamide tin(II) bis(neodecanoate)